4-benzyloxy-7-(8-methyl-5,6,7,8-tetrahydronaphthalen-1-yl)-2-methylsulfanyl-5,6,7,8-tetrahydropyrido[3,4-d]pyrimidine C(C1=CC=CC=C1)OC=1C2=C(N=C(N1)SC)CN(CC2)C2=CC=CC=1CCCC(C21)C